N-[p-(4-morpholino-1H-1,5,7-triazainden-2-yl)phenyl]-4-methyl-4-piperidinecarboxamide O1CCN(CC1)C1=C2C=C(NC2=NC=N1)C1=CC=C(C=C1)NC(=O)C1(CCNCC1)C